r-hydroxybutylacrylate OCCCCOC(C=C)=O